ClC1=C(C=C(C=C1)NC1=NN(C2=C1C=NC=C2)C2CCOCC2)C(F)F N-[4-chloro-3-(difluoromethyl)phenyl]-1-(oxan-4-yl)pyrazolo[4,3-c]pyridin-3-amine